BrC=1C=CC(=NC1)C(C(=O)N1CCOC2(C1)C=C(C(C(C2)(C)C)=O)C#N)(F)F 4-[(5-bromopyridin-2-yl)(difluoro)acetyl]-10,10-dimethyl-9-oxo-1-oxa-4-azaspiro[5.5]undec-7-ene-8-carbonitrile